L-1,3-dimethyl-imidazole iodide [I-].CN1CN(C=C1)C